4-(N,N-bis(4-(6-bromohexyl)phenyl)amino)phenylboronic acid pinacol ester BrCCCCCCC1=CC=C(C=C1)N(C1=CC=C(C=C1)CCCCCCBr)C1=CC=C(C=C1)B1OC(C)(C)C(C)(C)O1